NC1=C(N=C(S1)C1=C(C=CC=C1F)F)C(=O)NC=1C(=C2C(=NC1)C=CS2)N2C[C@H]([C@H](CC2)O)N 5-amino-N-{7-[(3R,4S)-3-amino-4-hydroxypiperidin-1-yl]thieno[3,2-b]pyridin-6-yl}-2-(2,6-difluorophenyl)-1,3-thiazole-4-carboxamide